indium (III) acetate dimyristate C(CCCCCCCCCCCCC)(=O)[O-].C(CCCCCCCCCCCCC)(=O)[O-].C(C)(=O)[O-].[In+3]